ON(O)C(CCCCCCCCCCCCC)CC N,N-dihydroxyethyl-tetradecylamine